5-(2,4-dihydroxy-5-isopropylphenyl)-N-isopropyl-4H-1,2,4-triazole-3-carboxamide OC1=C(C=C(C(=C1)O)C(C)C)C=1NC(=NN1)C(=O)NC(C)C